4-isobutyl-2-(4-(methoxycarbonyl)phenyl)piperazin-1-yl (methyl)-5-methoxy-7-methyl-1H-indole-1-carboxylate CC=1N(C2=C(C=C(C=C2C1)OC)C)C(=O)ON1C(CN(CC1)CC(C)C)C1=CC=C(C=C1)C(=O)OC